4-(vinyloxy)-aniline C(=C)OC1=CC=C(N)C=C1